8-(methylamino)-6-((2-oxo-2H-[1,2'-bipyridin]-3-yl)amino)imidazo[1,2-b]pyridazine-3-carboxylic acid CNC=1C=2N(N=C(C1)NC=1C(N(C=CC1)C1=NC=CC=C1)=O)C(=CN2)C(=O)O